O1N=C(C=C1)NC(CC1=CC=C(C=C1)C1=C2C(=NC(=C1)NC(=O)C1CC1)NC=C2)=O N-(4-(4-(2-(isoxazol-3-ylamino)-2-oxoethyl)phenyl)-1H-pyrrolo[2,3-b]pyridin-6-yl)cyclopropylcarboxamide